FC(C=1C(=C(C=CC1)[C@@H](C)NC=1C2=C(N=C(N1)C)NC(C(=C2)C(C)C)=O)F)F |r| (±)-4-((1-(3-(difluoromethyl)-2-fluorophenyl)ethyl)amino)-6-isopropyl-2-methylpyrido[2,3-d]pyrimidin-7(8H)-one